methyl 4-(cyano-methyl)-2-ethylsulfanyl-benzoate C(#N)CC1=CC(=C(C(=O)OC)C=C1)SCC